C(C)C(C(=O)OCC1=C(N(C=C1CC)C)C(F)(F)F)=C(C)C [4-Ethyl-1-methyl-2-(trifluoromethyl)pyrrol-3-yl]methanol ethyl-3-methylbut-2-enoate